rac-4-{[3-(4-{[(3R,4S)-3-fluoro-1-methylpiperidin-4-yl]amino}-1-(2,2,2-trifluoroethyl)-1H-indol-2-yl)prop-2-yn-1-yl]amino}-3-methoxybenzoic acid F[C@@H]1CN(CC[C@@H]1NC1=C2C=C(N(C2=CC=C1)CC(F)(F)F)C#CCNC1=C(C=C(C(=O)O)C=C1)OC)C |r|